COC=1C=C(CN(C=2N=NC(=C(N2)N[C@H](C)C2=NN3C(C=C(C=C3N3C(N(C(C3)=O)C)=O)C3CC3)=C2)Cl)CC2=CC(=CC(=C2)OC)OC)C=C(C1)OC |o1:14| (R*)-1-(2-(1-((3-(bis(3,5-dimethoxybenzyl)amino)-6-chloro-1,2,4-triazin-5-yl)amino)ethyl)-5-cyclopropylpyrazolo[1,5-a]pyridin-7-yl)-3-methylimidazolidine-2,4-dione